(E)-3-(8-(4-(tert-Butyl)phenyl)imidazo[1,2-a]pyrazin-6-yl)acrylonitrile C(C)(C)(C)C1=CC=C(C=C1)C=1C=2N(C=C(N1)/C=C/C#N)C=CN2